4-(4-((3S)-3-methyl-1,2,3,4-tetrahydroisoquinolin-1-yl)phenyl)morpholine C[C@@H]1NC(C2=CC=CC=C2C1)C1=CC=C(C=C1)N1CCOCC1